2-((4-chloro-5-fluoro-2-(2-methoxy-7-methylquinoxalin-5-yl)benzo[d]thiazol-6-yl)oxy)ethyl (6-(3-methyl-1H-1,2,4-triazol-1-yl)pyridin-3-yl)carbamate CC1=NN(C=N1)C1=CC=C(C=N1)NC(OCCOC1=CC2=C(N=C(S2)C2=C3N=CC(=NC3=CC(=C2)C)OC)C(=C1F)Cl)=O